N-[2-bromo-6-(difluoromethoxy)-4-(1,1,1,2,3,3,3-heptafluoropropan-2-yl)phenyl]-3-{methyl-[(pyridin-4-yl)carbonyl]amino}-2-methoxybenzamide BrC1=C(C(=CC(=C1)C(C(F)(F)F)(C(F)(F)F)F)OC(F)F)NC(C1=C(C(=CC=C1)N(C(=O)C1=CC=NC=C1)C)OC)=O